N1=C(C=CC=C1)SSCCN 2-(2-pyridyldithio)ethanamine